(RS)-1-(Tetrahydrofuran-2-ylmethyl)-6-[3-(trifluoromethyl)phenyl]pyrazolo[4,3-b]pyridine O1[C@H](CCC1)CN1N=CC2=NC=C(C=C21)C2=CC(=CC=C2)C(F)(F)F |r|